N=1C=NC2=C(CC=3C=CC=NC3C21)N Imidazochinolin-4-Amin